bis(2,4-difluorophenyl)dimethylaminophosphine FC1=C(C=CC(=C1)F)P(N(C)C)C1=C(C=C(C=C1)F)F